C(=O)(O)CC[N+]1=C(C(C2=CC=CC=C12)(C)C)C=CC=1CCCC2=CC3=CC=C(C=C3SC12)O 1-(2-carboxyethyl)-2-(2-(6-hydroxy-2,3-dihydro-1H-thioxanthen-4-yl)vinyl)-3,3-dimethyl-3H-indol-1-ium